FC=1C=C(C=NC1)C=1C=NC=NC1 5-(5-fluoropyridin-3-yl)pyrimidin